[N+](=O)([O-])C=1C=CC(=NC1)OC1=CC=C(C=C1)C=1C=NC=CC1 5-nitro-2-(4-(pyridin-3-yl)phenoxy)pyridine